(S)-N-((5-chloro-6-((3-methylisoxazol-5-yl)methoxy)-1H-indol-2-yl)methyl)-2-cyanopropanamide ClC=1C=C2C=C(NC2=CC1OCC1=CC(=NO1)C)CNC([C@@H](C)C#N)=O